C(C)(=O)C=1C(=C(C(=C(C1)N(S(=O)(=O)C1=CC=CC=C1)S(=O)(=O)C1=CC=CC=C1)OC)OC)OC N-(5-acetyl-2,3,4-trimethoxyphenyl)-N-(phenylsulfonyl)benzenesulfonamide